O1C[C@@H](CC1)N (R)-oxolan-3-amine